2,4,6-trimethyl-1-(pentyloxy)pyridin-1-ium 4-methylbenzenesulfonate CC1=CC=C(C=C1)S(=O)(=O)[O-].CC1=[N+](C(=CC(=C1)C)C)OCCCCC